6-(5-(6-ethyl-2,6-diazaspiro[3.3]hept-2-yl)-4-fluoro-3-isopropyl-1H-pyrrolo[2,3-c]pyridin-2-yl)-8-methoxy-[1,2,4]triazolo[1,5-a]pyridine C(C)N1CC2(CN(C2)C=2C(=C3C(=CN2)NC(=C3C(C)C)C=3C=C(C=2N(C3)N=CN2)OC)F)C1